C1(CC1)C(=O)NC1=CC=C(C=N1)C1=CN=C2N1C=C(C=C2)C(=O)N(C)C2=CC(=C(C=C2)F)OC 3-[6-(cyclopropane-carbonylamino)-3-pyridyl]-N-(4-fluoro-3-methoxy-phenyl)-N-methyl-imidazo[1,2-a]pyridine-6-carboxamide